(4-(5-(3,4-difluorophenyl)-5-(trifluoromethyl)-4,5-dihydroisoxazol-3-yl)phenyl)(3,4-dihydroquinolin-1(2H)-yl)methanone FC=1C=C(C=CC1F)C1(CC(=NO1)C1=CC=C(C=C1)C(=O)N1CCCC2=CC=CC=C12)C(F)(F)F